O1CCN(CC1)CCOC=1C=C(C=CC1)/C=C/C(=O)N1CC=CCC1 (E)-1-(3-(3-(2-morpholinoethoxy)phenyl)acryloyl)-5,6-dihydropyridin